BrC=1C=C2C(=NNC(C2=CC1)=O)CC 6-bromo-4-ethyl-2H-phthalazin-1-one